N-benzyl-N'-(2-hydroxy-3,4-dimethoxybenzyl)-piperazine C(C1=CC=CC=C1)N1CCN(CC1)CC1=C(C(=C(C=C1)OC)OC)O